Bis(di-tert-butylphosphino)ethan C(C)(C)(C)P(C(C)(C)C)C(C)P(C(C)(C)C)C(C)(C)C